The molecule is a branched heptasaccharide derivative consisting of three sialyl residues, two galactose residues, one N-acetylglucosamine and a glucose residue at the reducing end. CC(=O)N[C@@H]1[C@H](C[C@@](O[C@H]1[C@@H]([C@@H](CO)O[C@@]2(C[C@@H]([C@H]([C@@H](O2)[C@@H]([C@@H](CO)O)O)NC(=O)C)O)C(=O)O)O)(C(=O)O)O[C@H]3[C@H]([C@H](O[C@H]([C@@H]3O)O[C@@H]4[C@H]([C@@H](O[C@@H]([C@@H]4O)CO)O[C@H]5[C@H](O[C@H]([C@@H]([C@H]5O[C@@]6(C[C@@H]([C@H]([C@@H](O6)[C@@H]([C@@H](CO)O)O)NC(=O)C)O)C(=O)O)O)O[C@@H]7[C@H](O[C@H]([C@@H]([C@H]7O)O)O)CO)CO)NC(=O)C)CO)O)O